(2S)-2-benzyl-N-(8-fluoro-4-methyl-3-quinolyl)-2,4-dimethyl-pent-4-enamide C(C1=CC=CC=C1)[C@@](C(=O)NC=1C=NC2=C(C=CC=C2C1C)F)(CC(=C)C)C